C(=C)C=1OC(C(N1)(C)C)=O 2-vinyl-4,4-dimethyl-1,3-oxazolin-5-one